2-(bromomethyl)-4-chloro-1-fluorobenzene BrCC1=C(C=CC(=C1)Cl)F